3-(3,4-dichlorophenyl)-5-(2-(3-hydroxy-3-methylazetidin-1-yl)-2-oxoethyl)thieno[3,2-c]pyridin-4(5H)-one ClC=1C=C(C=CC1Cl)C1=CSC2=C1C(N(C=C2)CC(=O)N2CC(C2)(C)O)=O